NCCC1C(C1)C1=C(C=C(C=C1)NC1=NC=2N(C(=C1)NC1CC1)N=CC2)CS(=O)C (±)-5-((4-(2-(2-Aminoethyl)cyclopropyl)-3-((methylsulfinyl)methyl)phenyl)amino)-7-(cyclopropylamino)pyrazolo[1,5-a]pyrimidin